CN([C@H](CC(C)C)C(=O)O)C(\C=C\C1=CC=C(C=C1)OC)=O.C(#N)N1C[C@H](CC1)C(=O)NC=1N=CN(C1)C1CCC2=CC=CC=C12 (3S)-1-cyano-N-(1-(2,3-dihydro-1H-inden-1-yl)-1H-imidazol-4-yl)pyrrolidine-3-carboxamide Methyl-(E)-(3-(4-methoxyphenyl)acryloyl)-D-leucinate